1-((1-acryloyl-3-fluoroazetidin-3-yl)methyl)-7-chloro-6-(1H-indazol-7-yl)-4-(2-isopropyl-4-methylpyridin-3-yl)-1,4-dihydropyrido[2,3-b]pyrazine-2,3-dione C(C=C)(=O)N1CC(C1)(F)CN1C2=C(N(C(C1=O)=O)C=1C(=NC=CC1C)C(C)C)N=C(C(=C2)Cl)C=2C=CC=C1C=NNC21